(R)-1-(2,2-difluorobenzo[d][1,3]dioxol-5-yl)propan-1-ol FC1(OC2=C(O1)C=CC(=C2)[C@@H](CC)O)F